BrC=1C=CC(=C(C1)C=1NC=CN1)F 2-(5-bromo-2-fluorophenyl)-1H-imidazole